C1(CC1)NC(C([C@H](C[C@H]1C(NCC1)=O)NC([C@H](CC1=CC=CC=C1)NC(OC(C(F)(F)C1=CC(=CC=C1)Cl)C1=CC=CC=C1)=O)=O)O)=O 2-(3-chlorophenyl)-2,2-difluoro-1-phenylethyl ((2S)-1-(((2S)-4-(cyclopropylamino)-3-hydroxy-4-oxo-1-((S)-2-oxopyrrolidin-3-yl)butan-2-yl)amino)-1-oxo-3-phenylpropan-2-yl)carbamate